(2R,3R)-1-(tert-butoxycarbonyl)-3-hydroxypyrrolidine C(C)(C)(C)OC(=O)N1C[C@@H](CC1)O